C(CCCCCCC\C=C/CCCCCCCC)(=O)SCC(CN(C)C)SC(CCCCCCC\C=C/CCCCCCCC)=O 1,2-Dioleoylsulfanyl-3-dimethylaminopropane